N-(2-(4-((1R,4R)-2-oxa-5-azabicyclo[2.2.1]heptane-5-yl)piperidine-1-yl)-5-((6-((R)-3-(4-fluorophenyl)isoxazolidine-2-yl)pyrimidine-4-yl)amino)-4-methoxyphenyl)acrylamide [C@H]12OC[C@H](N(C1)C1CCN(CC1)C1=C(C=C(C(=C1)OC)NC1=NC=NC(=C1)N1OCC[C@@H]1C1=CC=C(C=C1)F)NC(C=C)=O)C2